1-nitrobenzoic acid [N+](=O)([O-])C1(C(=O)O)CC=CC=C1